N-[(1S)-1-(5-bromopyridin-2-yl)ethyl]-2-(4-cyano-5-methyl-2-oxo-1H-quinolin-3-yl)acetamide BrC=1C=CC(=NC1)[C@H](C)NC(CC=1C(NC2=CC=CC(=C2C1C#N)C)=O)=O